2-(1-((2-(3,5-dichlorophenyl)-6-((2-(8-methyl-3,8-diazabicyclo[3.2.1]octan-3-yl)pyrimidin-5-yl)oxy)pyridin-4-yl)methyl)piperidin-4-yl)acetic acid ClC=1C=C(C=C(C1)Cl)C1=NC(=CC(=C1)CN1CCC(CC1)CC(=O)O)OC=1C=NC(=NC1)N1CC2CCC(C1)N2C